5-(4-ethoxyphenyl)-4H-[1,2,4]-triazole-3-thiol C(C)OC1=CC=C(C=C1)C=1NC(=NN1)S